N1N=CC(=C1)C1=CC=C2C(=N1)SC(=N2)NC2=NC=CC(=C2)N2CCN(CC2)C(CO)=O 1-(4-(2-((5-(1H-pyrazol-4-yl)thiazolo[5,4-b]pyridin-2-yl)amino)pyridin-4-yl)piperazin-1-yl)-2-hydroxyethanone